[(1R,3S)-3-(3-amino-1H-pyrazol-5-yl)cyclopentyl] (2R)-2-methylazetidine-1-carboxylate C[C@H]1N(CC1)C(=O)O[C@H]1C[C@H](CC1)C1=CC(=NN1)N